1,1,3,3-tetramethyl-1,3-diphenoxydisiloxane C[Si](O[Si](OC1=CC=CC=C1)(C)C)(OC1=CC=CC=C1)C